tert-butyl 4-[1-[(4-cyano-2-fluoro-phenyl)methoxy]pyrazol-3-yl]piperidine-1-carboxylate C(#N)C1=CC(=C(C=C1)CON1N=C(C=C1)C1CCN(CC1)C(=O)OC(C)(C)C)F